antimony-nickel-lead [Pb].[Ni].[Sb]